5-[4-[5-methyl-3-(4-pyridyl)-1H-pyrazol-4-yl]phenyl]-1,3-dihydropyrrolo[2,3-b]pyridin-2-one CC1=C(C(=NN1)C1=CC=NC=C1)C1=CC=C(C=C1)C=1C=C2C(=NC1)NC(C2)=O